FC1(C(CN(CC1)CC=1C=C(C(N(C1)CC(F)(F)F)=O)C(=O)NC=1C=C(C=CC1)C1=C(C=C(C=C1)F)C1=NN=CN1C)C)F 5-((4,4-Difluoro-3-methylpiperidin-1-yl)methyl)-N-(4'-fluoro-2'-(4-methyl-4H-1,2,4-triazol-3-yl)-[1,1'-biphenyl]-3-yl)-2-oxo-1-(2,2,2-trifluoroethyl)-1,2-dihydropyridine-3-carboxamide